N=1C=NN2C1C=C(C=C2)OC2=CC=C(C=C2)NC=2C1=C(N=CN2)C=CC(=N1)C1CN(CCC1)C(=O)OC(C)(C)C tert-Butyl 3-(4-((4-([1,2,4]triazolo[1,5-a]pyridin-7-yloxy)phenyl)amino)pyrido[3,2-d]pyrimidin-6-yl)piperidine-1-carboxylate